2-t-Butoxycarbonyl-6-oxo-2-azaspiro[3.4]octane C(C)(C)(C)OC(=O)N1CC2(C1)CC(CC2)=O